(R)-2-((S)-1,2-dihydroxyethyl)-4-hydroxy-5-oxo-2,5-dihydrofuran O[C@@H](CO)[C@@H]1OC(C(=C1)O)=O